FC=1C=C(C(=O)NC2=NC=CC=C2)C=C(C1N1C(C2(N3C1=NC=C3)CC2)=O)F 3,5-difluoro-4-(6'-oxospiro[cyclopropane-1,5'-imidazo[1,2-a]imidazol]-7'-yl)-N-(2-pyridinyl)benzamide